OCCN1C=C(C(=C1C1=C(C=CC=C1)C(F)(F)F)C)C(=O)NC1=CC(=C(C=C1)S(=O)(=O)C)F (S)-1-(2-hydroxyethyl)-4-methyl-N-(3-fluoro-4-(Methylsulfonyl)phenyl)-5-(2-(trifluoromethyl)phenyl)-1H-pyrrole-3-carboxamide